C1(CC1)C1=CC(=NC=2N1N=C(C2)C2=C(C=C(C=C2)N2CC(CC2C)C(=O)N)F)C(=O)N2[C@@H](C1=CC=CC=C1CC2)C 1-(4-{7-cyclopropyl-5-[(1R)-1-methyl-1,2,3,4-tetrahydroisoquinoline-2-carbonyl]pyrazolo[1,5-a]pyrimidin-2-yl}-3-fluorophenyl)-5-methylpyrrolidine-3-carboxamide